NC=1SCC2(N1)COCC1=CC=C(C=C12)NS(=O)(=O)C1=CC=C(C=C1)OC N-(2'-amino-5'H-spiro[isochroman-4,4'-thiazol]-6-yl)-4-(methoxy)benzenesulfonamide